bisphosphate calcium salt [Ca+2].P(=O)([O-])([O-])[O-].P(=O)([O-])([O-])[O-].[Ca+2].[Ca+2]